C1(=CC=C(C=C1)N(C1=CC=C(C=C1)C1=CC=CC=2C1=NSN2)C2=CC=C(C=C2)C)C 7-[4-[bis(4-tolyl)amino]phenyl]-2,1,3-benzothiadiazol